C(C)(C)(C)OC(N[C@H]1CN(C[C@H]1C)C1=C2N=CC=NC2=C(C=C1)C#N)=O N-[(3R,4R)-1-(8-cyanoquinoxalin-5-yl)-4-methylpyrrolidin-3-yl]carbamic acid tert-butyl ester